[Dy].[Co] cobalt-dysprosium